tert-butylallylamine hydrochloride Cl.C(C)(C)(C)C=CCN